4-(((R)-3-aminopiperidin-1-yl)methyl)-N-(4-(4-((3aR,6aS)-tetrahydro-1H-furo[3,4-c]pyrrol-5(3H)-yl)-7H-pyrrolo[2,3-d]pyrimidin-6-yl)phenyl)picolinamide N[C@H]1CN(CCC1)CC1=CC(=NC=C1)C(=O)NC1=CC=C(C=C1)C1=CC2=C(N=CN=C2N2C[C@@H]3[C@H](C2)COC3)N1